4-((tert-butyldimethylsilyl)oxy)-N-phenethylbenzamide [Si](C)(C)(C(C)(C)C)OC1=CC=C(C(=O)NCCC2=CC=CC=C2)C=C1